C(C=C)[C@]1(C(CCCC1)=O)CNC(OC1=CC=C(C=C1)F)=O (S)-4-fluorophenyl (1-allyl-2-oxocyclohexyl)methylcarbamate